3-(2,3-diaminobenzyl)-1-ethyl-1-methylurea NC1=C(CNC(N(C)CC)=O)C=CC=C1N